(R)-1-(2,5-difluoropyridin-3-yl)ethyl (4-(5-((1r,3R)-3-cyano-3-methoxycyclobutane-1-carboxamido)pyrimidin-2-yl)-1-methyl-1H-1,2,3-triazol-5-yl)carbamate C(#N)C1(CC(C1)C(=O)NC=1C=NC(=NC1)C=1N=NN(C1NC(O[C@H](C)C=1C(=NC=C(C1)F)F)=O)C)OC